3-(4-Chlorophenyl)-1-(2-hydroxy-4,6-dimethoxyphenyl)prop-2-en-1-one ClC1=CC=C(C=C1)C=CC(=O)C1=C(C=C(C=C1OC)OC)O